The molecule is an amino pentasaccharide consisting of beta-D-galactose at the reducing end having a beta-D-glucosyl residue at the 4-position and an N-acetyl-alpha-neuraminyl-(2->3)-beta-D-galactosyl-(1->4)-N-acetyl-beta-D-glucosyl moiety at the 3-position. It is an amino pentasaccharide and a glucosamine oligosaccharide. CC(=O)N[C@@H]1[C@H](C[C@@](O[C@H]1[C@@H]([C@@H](CO)O)O)(C(=O)O)O[C@H]2[C@H]([C@H](O[C@H]([C@@H]2O)O[C@@H]3[C@H](O[C@H]([C@@H]([C@H]3O)NC(=O)C)O[C@@H]4[C@H]([C@@H](O[C@@H]([C@@H]4O[C@H]5[C@@H]([C@H]([C@@H]([C@H](O5)CO)O)O)O)CO)O)O)CO)CO)O)O